7-methyl-5-(piperazine-1-carbonyl)pyrido[2,3-d]pyridazin-8(7H)-one CN1N=C(C2=C(C1=O)N=CC=C2)C(=O)N2CCNCC2